(3S,4S)-3-(4-fluorophenoxymethyl)-4-methyl-2-[5-methyl-2-(pyrimidin-2-yl)benzoyl]-2-azabicyclo[3.1.1]heptane FC1=CC=C(OC[C@H]2N(C3CC([C@@H]2C)C3)C(C3=C(C=CC(=C3)C)C3=NC=CC=N3)=O)C=C1